(2R)-4,4-Difluoro-2-(4-fluorophenyl)-N-{4-[5-methyl-3-(pyridin-2-yl)-1H-pyrrolo[3,2-b]pyridin-2-yl]pyridin-2-yl}butanamid FC(C[C@@H](C(=O)NC1=NC=CC(=C1)C1=C(C2=NC(=CC=C2N1)C)C1=NC=CC=C1)C1=CC=C(C=C1)F)F